ClC1=C(C=CC=C1)S(=O)(=O)NC1=NC=C(C=C1CC)\C=C\C=1C=NC(=NC1)NC1CCC(CC1)NC 2-chloro-N-(ethyl-5-((E)-2-(2-(((1r,4r)-4-(methylamino)cyclohexyl)amino)pyrimidin-5-yl)vinyl)pyridin-2-yl)benzenesulfonamide